N-(2-ethoxyethyl)-6-{3-[(2-fluoroethyl)(methyl)amino]propoxy}-7-methoxy-1H,2H,3H-cyclopenta[b]quinolin-9-amine C(C)OCCNC1=C2C(=NC=3C=C(C(=CC13)OC)OCCCN(C)CCF)CCC2